3-(3-methoxyfuran-2-yl)propan COC1=C(OC=C1)CCC